(4-trifluoromethylbenzyl)hydroxylamine FC(C1=CC=C(CNO)C=C1)(F)F